FC1=CC=C(C=C1)CNC(=O)C=1C(C(=C2N(C[C@@H]3N([C@@H]4[C@H](CO3)CCCC4)C2=O)C1)O)=O |r| racemic-(4aR,6aR,14aS)-N-[(4-Fluorophenyl)methyl]-12-hydroxy-11,13-dioxo-1,3,4,4a,5,6a,7,11,13,14a-decahydro-2H-pyrido[1',2':4,5]pyrazino[1,2-a][3,1]benzoxazine-10-carboxamide